2-(6-(4,4-difluoropiperidine-1-carbonyl)naphthalen-1-yl)-6-methyl-6,7-dihydro-5H-pyrrolo[3,4-b]pyridin-5-one FC1(CCN(CC1)C(=O)C=1C=C2C=CC=C(C2=CC1)C1=CC=C2C(=N1)CN(C2=O)C)F